ClC=1C=C(C=CC1C1CCC(CC1)(F)F)CC(C(=O)OC)(C)C methyl 3-[3-chloro-4-(4,4-difluorocyclohexyl)phenyl]-2,2-dimethyl-propanoate